BrC1=CC(=C(C(=C1)OC)C=1NC=C(N1)C(F)(F)F)F 2-(4-bromo-2-fluoro-6-methoxy-phenyl)-4-(trifluoromethyl)-1H-imidazole